(1S,3r)-3-(4-(2-fluorophenyl)-5-(5-isopropoxypyridin-2-yl)-4H-1,2,4-triazol-3-yl)cyclobutan-1-amine dihydrochloride Cl.Cl.FC1=C(C=CC=C1)N1C(=NN=C1C1=NC=C(C=C1)OC(C)C)C1CC(C1)N